C(C)(C)(C)C1=CC(=C(C=C1)O)N=CC1=CC(=CC=C1)[N+](=O)[O-] 4-tert-butyl-2-[(3-nitrobenzylidene)amino]phenol